tert-Butyl (4S,6S)-4-(3-fluoro-6-(5-methoxypicolinamido)pyridin-2-yl)-4-methyl-6-(trifluoromethyl)-5,6-dihydro-4H-1,3-oxazin-2-ylcarbamate FC=1C(=NC(=CC1)NC(C1=NC=C(C=C1)OC)=O)[C@]1(N=C(O[C@@H](C1)C(F)(F)F)NC(OC(C)(C)C)=O)C